1-(3,5-difluorobenzyl)-3,4-dimethyl-2-oxo-N-(2,4,6-trifluorobenzyl)-1,2,3,4-tetrahydroquinazoline-7-carboxamide FC=1C=C(CN2C(N(C(C3=CC=C(C=C23)C(=O)NCC2=C(C=C(C=C2F)F)F)C)C)=O)C=C(C1)F